3-((5-amino-1H-indol-1-yl)methyl)benzonitrile NC=1C=C2C=CN(C2=CC1)CC=1C=C(C#N)C=CC1